4-((4-(5-Bromo-6-methylpyridin-2-yl)-1-methyl-1H-1,2,3-triazol-5-yl)methoxy)-6-Ethylpyrimidine BrC=1C=CC(=NC1C)C=1N=NN(C1COC1=NC=NC(=C1)CC)C